N1=C(C=CC=C1)C=O Pyridinaldehyd